ClC=1C=C2C(=NC(=NC2=C(C1C1=C2C(=NNC2=CC=C1C)C)F)N1CC(C1)N(C)C)N1CC2(CN(C2)C(C=C)=O)C1 1-(6-(6-chloro-7-(3,5-dimethyl-1H-indazol-4-yl)-2-(3-(dimethylamino)azetidin-1-yl)-8-fluoroquinazolin-4-yl)-2,6-diazaspiro[3.3]heptan-2-yl)prop-2-en-1-one